CC1(C(N(CC1)C(=O)Cl)=C=O)C 3,3-dimethyl-2-carbonylpyrrolidine-1-carbonyl chloride